C(C)(C)(C)OC(=O)N1CCC(=CC1)C=1C(=NC=CC1)C(=O)OCC Ethyl 3-(1-tert-butoxycarbonyl-3,6-dihydro-2H-pyridin-4-yl)pyridine-2-carboxylate